propyl-benzene C(CC)C1=CC=CC=C1